3-cyclohexyl-aniline C1(CCCCC1)C=1C=C(N)C=CC1